FC(CNC(=O)C=1C=NN2C1C=C(C=C2)C2=CNC=1N=C(N=CC12)NCC1(CCC1)F)F N-(2,2-difluoroethyl)-5-(2-(((1-fluorocyclobutyl)methyl)amino)-7H-pyrrolo[2,3-d]pyrimidin-5-yl)pyrazolo[1,5-a]pyridine-3-carboxamide